O=C1NC(CCC1N1C(C2=CC=C(C=C2C1=O)C#CC)=O)=O 3-(2-(2,6-dioxopiperidin-3-yl)-1,3-dioxoisoindolin-5-yl)prop-2-yn